4-[4-[3-chloro-4-[1-(2-pyridyl)-2-hydroxy-ethoxy]pyrazolo[1,5-a]pyridin-6-yl]-5-methyl-triazol-1-yl]piperidine-1-carbonitrile ClC=1C=NN2C1C(=CC(=C2)C=2N=NN(C2C)C2CCN(CC2)C#N)OC(CO)C2=NC=CC=C2